CCCCOC(=O)C1=CC=CC=C1C(=O)OCCCC The molecule is a phthalate ester that is the diester obtained by the formal condensation of the carboxy groups of phthalic acid with two molecules of butan-1-ol. Although used extensively as a plasticiser, it is a ubiquitous environmental contaminant that poses a risk to humans. It has a role as an environmental contaminant, a teratogenic agent, a plasticiser, a metabolite and an EC 3.2.1.20 (alpha-glucosidase) inhibitor. It is a phthalate ester and a diester. It derives from a butan-1-ol.